tert-butyl (1R,4S,5S)-3-benzyl-1-formyl-4-((methoxymethoxy)methyl)-3,8-diazabicyclo[3.2.1]octane-8-carboxylate C(C1=CC=CC=C1)N1C[C@]2(CC[C@@H]([C@H]1COCOC)N2C(=O)OC(C)(C)C)C=O